dibromo-1,3,4-thiadiazole BrC1=NN=C(S1)Br